ClC1=CNC2=C(C=CC=C12)NS(=O)(=O)C=1C=NN(C1)CC1(CS(C1)(=O)=O)C N-(3-Chloro-1H-indol-7-yl)-1-[(3-methyl-1,1-dioxothietan-3-yl)methyl]pyrazol-4-sulfonamid